rac-(R)-3-((4-(piperidin-4-yl)phenyl)amino)piperidine-2,6-dione N1CCC(CC1)C1=CC=C(C=C1)N[C@H]1C(NC(CC1)=O)=O |r|